O=C1N(CC2(C1)CCN(CC2)C(=O)OC(C)(C)C)C2=NC(=NC=C2)C(F)(F)F tert-butyl 3-oxo-2-(2-(trifluoromethyl)pyrimidin-4-yl)-2,8-diazaspiro[4.5]decane-8-carboxylate